(R)-4-(sec-butylamino)-6-(5-cyano-1H-pyrazolo[3,4-b]pyridin-1-yl)-N-(3-hydroxy-3-methylbutyl)nicotinamide [C@@H](C)(CC)NC1=CC(=NC=C1C(=O)NCCC(C)(C)O)N1N=CC=2C1=NC=C(C2)C#N